Ethyl (S)-3-((tert-butoxycarbonyl)amino)-3-(5-cyclopropyl-4-fluoro-2'-hydroxy-4'-methyl-[1,1'-biphenyl]-3-yl)propanoate C(C)(C)(C)OC(=O)N[C@@H](CC(=O)OCC)C=1C=C(C=C(C1F)C1CC1)C1=C(C=C(C=C1)C)O